C[SiH2]OC(C#C)CC(C)O[SiH2]C 3,5-dimethylsilyloxy-1-hexyne